C(=O)O.NC1=CC(=C(C(=N1)C)CNC1=CC(=NC=N1)OCC=1N=C2N(C=C(C=C2CO)C2CC2)C1)C (2-(((6-(((6-amino-2,4-dimethylpyridin-3-yl)methyl)amino)pyrimidin-4-yl)oxy)methyl)-6-cyclopropylimidazo[1,2-a]pyridin-8-yl)methanol formic acid salt